8-(cyclopropyloxy)-1-methyl-4-[4-methyl-4-(5-methyl-1,3-benzooxazol-2-yl)piperidin-1-yl]-2-oxo-1,2-dihydroquinoline-3-carbonitrile C1(CC1)OC=1C=CC=C2C(=C(C(N(C12)C)=O)C#N)N1CCC(CC1)(C=1OC2=C(N1)C=C(C=C2)C)C